Cl.BrC=1C=CC=2N(C1)C=C(N2)N2CCCC2 {6-Bromoimidazo[1,2-a]pyridin-2-yl}pyrrolidine hydrochloride